C(C)S(=O)(=O)N[C@H](C(=O)N1[C@@H]([C@H]2C([C@H]2C1)(C)C)C(=O)O)C(C)(C)C (1R,2S,5S)-3-((S)-2-(ethylsulfonamido)-3,3-dimethylbutanoyl)-6,6-dimethyl-3-azabicyclo[3.1.0]hexane-2-carboxylic acid